1-phenyl-2-heptyl-5-mercapto-1,3,4-triazole C1(=CC=CC=C1)N1C(=NN=C1S)CCCCCCC